FC1(COC2=C1C=CC=C2[C@@H](C)NC2=NC(=NC1=C3C(=C(C=C21)C2(CCC(CC2)O)O)OCC3)C)F 1-(4-(((R)-1-(3,3-difluoro-2,3-dihydrobenzofuran-7-yl)ethyl)amino)-2-methyl-8,9-dihydrofuro[2,3-h]quinazolin-6-yl)cyclohexane-1,4-diol